Cl.NC12CC(C1)(C2)C(C)(C)O 2-(3-Aminobicyclo[1.1.1]Pent-1-yl)propan-2-ol hydrochloride